N-[5-(2-chloro-6-methyl-4-pyridyl)-4-(3-cyanophenyl)thiazol-2-yl]-2,5-diazabicyclo[2.2.1]heptane-2-carboxamide ClC1=NC(=CC(=C1)C1=C(N=C(S1)NC(=O)N1C2CNC(C1)C2)C2=CC(=CC=C2)C#N)C